FC(C(=O)O)(F)F.OC(C(=O)N)C(CC1=CC=CC=C1)N1C(=NC2=C1C=CC=C2)C=2C=CC=C1C=CC=NC21 2-hydroxy-4-phenyl-3-(2-(quinolin-8-yl)-1H-benzo[d]imidazol-1-yl)butyramide trifluoroacetate